(2S)-2-amino-2-(2-chlorophenyl)-6-hydroxycyclohexan-1-one N[C@]1(C(C(CCC1)O)=O)C1=C(C=CC=C1)Cl